(S)-4-((4-([1,3'-bipyrrolidine]-1'-carbonyl)phenyl)amino)-1-(2,6-dichlorophenyl)-1H-pyrazole-3-carboxamide N1(CCCC1)[C@@H]1CN(CC1)C(=O)C1=CC=C(C=C1)NC=1C(=NN(C1)C1=C(C=CC=C1Cl)Cl)C(=O)N